NC=1C=C(C=C(C(=O)N([C@@H]2CC[C@@H](CC2)C(C)CC)[C@@H]2CC[C@@H](CC2)C(C)CC)C1)C(=O)N 5-amino-N,N-bis(cis-4-(sec-butyl)cyclohexyl)isophthalamide